ClC=1C(=NC(=NC1)NC=1C=NN(C1)C)N1C[C@]2(CN(C[C@]2(C1)C)C=1OC(=NN1)C)C 5-Chloro-4-((3aR,6aS)-3a,6a-dimethyl-5-(5-methyl-1,3,4-oxadiazol-2-yl)hexahydropyrrolo[3,4-c]pyrrol-2(1H)-yl)-N-(1-methyl-1H-pyrazol-4-yl)pyrimidin-2-amine